tert-butyl N-{4-fluoro-1-[7-({8-fluoro-2-methylimidazo[1,2-a]pyridin-6-yl} carbamoyl)-2-methylindazol-4-yl]pyrrolidin-3-yl}-N-methylcarbamate FC1C(CN(C1)C=1C2=CN(N=C2C(=CC1)C(NC=1C=C(C=2N(C1)C=C(N2)C)F)=O)C)N(C(OC(C)(C)C)=O)C